ClC1=CC(=C(C=C1OC)CO)OC (4-chloro-2,5-dimethoxyphenyl)methanol